C(C)(C)(C)N(C(O)=O)C1=NOC2=C1C=CC(=C2)Br.OCCOC2=CC=C(N)C=C2 4-(2-hydroxyethoxy)aniline tert-butyl-(6-bromobenzo[d]isoxazol-3-yl)carbamate